2-(6-(((1S,3S)-3-((3-cyclopropyl-1,2,4-thiadiazol-5-yl)amino)cyclopentyl)amino)pyridin-3-yl)pyridazin-3(2H)-one C1(CC1)C1=NSC(=N1)N[C@@H]1C[C@H](CC1)NC1=CC=C(C=N1)N1N=CC=CC1=O